(2-(6-Cyclopropylpyridin-3-yl)-8-methoxy-2,3-dihydrobenzo[b][1,4]dioxin-6-yl)methanol C1(CC1)C1=CC=C(C=N1)C1COC2=C(O1)C(=CC(=C2)CO)OC